N1=CC=C(C=C1)C[C@@]1(NCCC1)C(=O)O alpha-(4-pyridylmethyl)-proline